N-[3-chloro-1-(3-pyridinyl)pyrazol-4-yl]-3-[(2,2-difluorocyclopropyl)methylsulfinyl]-N-ethyl-propionamide Ethyl-3-(5-chloro-1-methyl-1H-pyrazol-4-yl)-3-oxopropionate C(C)OC(CC(=O)C=1C=NN(C1Cl)C)=O.ClC1=NN(C=C1N(C(CCS(=O)CC1C(C1)(F)F)=O)CC)C=1C=NC=CC1